C(C)(C)(C)N(C(O)=O)[C@H](C(=O)NCC1=CC=CC=C1)CCCCNC(C(F)(F)F)=O.FC(C=1C=NC(=NC1)N1CCNCC1)(F)F 4-[5-(trifluoromethyl)pyrimidin-2-yl]piperazin (S)-tert-butyl-(1-(benzylamino)-1-oxo-6-(2,2,2-trifluoroacetamido)hexan-2-yl)carbamate